CN1C(C(=CC2=C1N=CN=C2N[C@H](C)C=2C=C(C=C(C2)C(F)(F)F)NC(C)=O)O[C@H]2CNCC2)=O N-(3-((R)-1-((8-methyl-7-oxo-6-(((R)-pyrrolidin-3-yl)oxy)-7,8-Dihydropyrido[2,3-d]pyrimidin-4-yl)amino)ethyl)-5-(trifluoromethyl)phenyl)acetamide